CC1=C(CBr)C(=CC(=C1)C)C 2,4,6-trimethyl-benzyl bromide